4-(3-(8-(difluoromethyl)-2-methylimidazo[1,2-b]pyridazin-6-yl)thieno[2,3-b]pyrazin-6-yl)cyclohexan-1-one FC(C=1C=2N(N=C(C1)C1=CN=C3C(=N1)SC(=C3)C3CCC(CC3)=O)C=C(N2)C)F